(3,4,5-trifluorophenyl)-3-(cis-3-(((S)-4,7,8-trimethyl-6-oxo-5,6,7,8-tetrahydropteridin-2-yl)amino)cyclobutyl)urea FC=1C=C(C=C(C1F)F)NC(=O)N[C@@H]1C[C@@H](C1)NC1=NC=2N([C@H](C(NC2C(=N1)C)=O)C)C